ethyl 2-amino-2-cyanoacetate NC(C(=O)OCC)C#N